ClC1=NC=CC(=N1)COC1=CC=C(C=C1)C(C)(C)C1=CC=C(OCCCNC(OC(C)(C)C)=O)C=C1 tert-butyl (3-(4-(2-(4-((2-chloropyrimidin-4-yl)methoxy)phenyl) propan-2-yl)phenoxy)propyl)carbamate